N1C=CC2=CC=C(C=C12)NC1=CC=C2C(=N1)CCC2=O 2-[(1H-indol-6-yl)amino]-5H,6H,7H-cyclopenta[b]pyridin-5-one